C(C)(C)(C)NS(=O)(=O)C=1SC(=C(C1C1=CC=C(C=C1)CN1C(=NC=C1)CC)C)CC(C)C N-(tert-butyl)-3-(4-((2-Ethyl-1H-Imidazol-1-yl)methyl)phenyl)-5-isobutyl-4-methylthiophene-2-sulfonamide